tert-butyl 4-(4-(1-methyl-1H-pyrazol-4-yl)-6-((3-(trifluoromethyl)phenyl)amino)-1,3,5-triazin-2-yl)-3,6-dihydropyridine-1(2H)-carboxylate CN1N=CC(=C1)C1=NC(=NC(=N1)NC1=CC(=CC=C1)C(F)(F)F)C=1CCN(CC1)C(=O)OC(C)(C)C